tert-butyl (R)-4-(4-((1-(3-(difluoromethyl)-2-fluorophenyl)ethyl)amino)-2-methyl-6,7-dihydro-5H-pyrrolo[3,4-d]pyrimidine-6-carbonyl)-4-fluoropiperidine-1-carboxylate FC(C=1C(=C(C=CC1)[C@@H](C)NC=1C2=C(N=C(N1)C)CN(C2)C(=O)C2(CCN(CC2)C(=O)OC(C)(C)C)F)F)F